C(C(C)C)(=O)C([C@@H]1[C@H]([C@H]([C@@H](O1)N1C(=O)N=C(N)C=C1)O)O)O 5'-isobutyrylcytidine